C(C)(=O)C=1C(NC2=CC=C(C=C2C1C)Cl)=O 3-acetyl-6-chloro-4-methylquinolin-2(1H)-one